ClC1=NC(=C(C(=N1)N)Cl)C 2,5-dichloro-6-methylpyrimidin-4-amine